tert-butyl 2-(7-chloro-1-isopropyl-4-oxo-1,4-dihydroquinolin-2-yl)pyrrolidine-1-carboxylate ClC1=CC=C2C(C=C(N(C2=C1)C(C)C)C1N(CCC1)C(=O)OC(C)(C)C)=O